Cl.CC(C)CC(=O)O propan-2-ylacetate hydrochloride